2-(6-((2S,5R)-2,5-dimethyl-4-(1-(2-methylbenzo[d]thiazol-6-yl)ethyl)piperazin-1-yl)-9-ethyl-3-methyl-2-oxo-3,9-dihydro-2H-purin-8-yl)acetonitrile C[C@@H]1N(C[C@H](N(C1)C(C)C1=CC2=C(N=C(S2)C)C=C1)C)C=1C=2N=C(N(C2N(C(N1)=O)C)CC)CC#N